C(=CC)[Si](OC)(OC)OC n-propenyl-trimethoxysilane